(3-Fluoro-6-methoxypyridin-2-yl)(5-{[2-(6-isopropylpyridin-3-yl)imidazo[1,2-a]pyridin-3-yl]methyl}-2,5-diazabicyclo[2.2.2]oct-2-yl)methanon FC=1C(=NC(=CC1)OC)C(=O)N1C2CN(C(C1)CC2)CC2=C(N=C1N2C=CC=C1)C=1C=NC(=CC1)C(C)C